tert-butyl 4-[1-(4-fluorophenyl)-2-isopropyl-4-(methoxymethoxy)pyrrolo[2,3-c]pyridin-3-yl]benzoate FC1=CC=C(C=C1)N1C(=C(C=2C1=CN=CC2OCOC)C2=CC=C(C(=O)OC(C)(C)C)C=C2)C(C)C